BrC1=C(C(=NC=C1)N)C#CCCCCl bromo-3-(5-chloropent-1-ynyl)pyridin-2-amine